CC1=CC(=C(C=C1)C(NC(CC1=C(C=CC(=C1)N1CCNCC1)C)=O)C1=CC=CC=C1)N1CCCCC1 N-{[4-methyl-2-(piperidin-1-yl)phenyl](phenyl)methyl}-2-[2-methyl-5-(piperazin-1-yl)phenyl]acetamide